NCCC1(CC1)O 1-(2-aminoethyl)cyclopropan-1-ol